NC1=C(C=C(C=N1)C=1C=C2CCN(CC2=C(C1)C1N(CCC1)C(=O)[O-])C)C=1C=NN(C1)C 2-(6-(6-amino-5-(1-methyl-1H-pyrazol-4-yl)pyridin-3-yl)-2-methyl-1,2,3,4-Tetrahydroisoquinolin-8-yl)pyrrolidine-1-carboxylate